FC(C)(F)C1=NC=CC(=N1)NC1=CC(=NC=C1C1=NC(=CN=C1)OC(F)F)NC(C)=O N-(4-((2-(1,1-difluoroethyl)pyrimidin-4-yl)amino)-5-(6-(difluoromethoxy)pyrazin-2-yl)pyridin-2-yl)acetamide